C(C)S(=O)(=O)N[C@@H]1[C@@H](N(CCC1)C(=O)OC(C)C)COC1CC2CC2(CC1)C1=NC=C(C=N1)F isopropyl (2R,3S)-3-(ethylsulfonamido)-2-(((6-(5-fluoropyrimidin-2-yl)bicyclo[4.1.0]heptan-3-yl)oxy) methyl)piperidine-1-carboxylate